ClC1=C(CN2N=C(N=C2)C(=O)OC)C=CC=C1Cl methyl 1-(2,3-dichlorobenzyl)-1H-1,2,4-triazole-3-carboxylate